ClC1=NC=C(C#N)C(=C1)NC1=C(C=CC=C1)OC(C)C 6-chloro-4-((2-isopropoxyphenyl)amino)nicotinonitrile